tert.butyl-hydroxyquinoline C(C)(C)(C)C=1C(=NC2=CC=CC=C2C1)O